F[C@@H]1[C@@H]([C@@H](N(C1)C(C(C)(C)O)=O)CC=1C(=C(C=CC1)C1=C(C=CC(=C1)F)F)F)NS(=O)(=O)C N-{(2S,3R,4S)-4-fluoro-1-(2-hydroxy-2-methylpropanoyl)-2-[(2,2',5'-trifluoro[1,1'-biphenyl]-3-yl)methyl]pyrrolidin-3-yl}-methanesulfonamide